cis-3-(3-amino-1H-pyrazol-5-yl)cyclopentyl isopropylcarbamate C(C)(C)NC(O[C@@H]1C[C@@H](CC1)C1=CC(=NN1)N)=O